C1(CC1)C=1N=NN(C1)[C@H](C(=O)N1[C@@H](C[C@H](C1)O)C(=O)NCC1=NN2C(OCCC2)=C1)C(C)(C)C (2S,4r)-1-[(2S)-2-(4-cyclopropyl-triazol-1-yl)-3,3-dimethyl-butyryl]-N-(6,7-dihydro-5H-pyrazolo[5,1-b][1,3]oxazin-2-ylmethyl)-4-hydroxy-pyrrolidine-2-carboxamide